C12(CC3CC(CC(C1)C3)C2)C(=O)N[C@H](C(=O)O)CCCCN2C(COCC2)=O (S)-2-(adamantane-1-carboxamido)-6-(3-oxomorpholino)hexanoic acid